FC(OC1=CC=C(C=C1)C1=CN=C2N1C=CN=C2NC2=CC(=C(C(=O)N1CCC(CC1)C(=O)NC13CN4CN(CN(C1)C4)C3)C=C2)C)F 1-[4-[[3-[4-(difluoromethoxy)phenyl]imidazo[1,2-a]pyrazin-8-yl]amino]-2-methylbenzoyl]-N-(1,3,5-triazatricyclo[3.3.1.13,7]decan-7-yl)piperidine-4-carboxamide